NC1=C(C=C(C=C1)C1=CC=C(C=C1)N)C#N 4,4'-diamino-[1,1'-biphenyl]-3-carbonitrile